1-((3s,5r)-1-propenoyl-5-(methoxymethyl)pyrrolidin-3-yl)-3-((1-ethyl-4-fluoro-2-methyl-1H-benzo[d]imidazol-5-yl)ethynyl)-5-(methylamino)-1H-pyrazole-4-carboxamide C(C=C)(=O)N1C[C@H](C[C@@H]1COC)N1N=C(C(=C1NC)C(=O)N)C#CC1=C(C2=C(N(C(=N2)C)CC)C=C1)F